C(=C)[N+]1(CCOCC1)[O-] N-vinyl-morpholine-N-oxide